N-{[(3R)-4-amino-3-methyl-1H,3H-furo[3,4-c]quinolin-7-yl]methyl}-6-cyclopropyl-N-(2-methanesulfonylpyridin-3-yl)pyridine-3-carboxamide NC1=NC=2C=C(C=CC2C2=C1[C@H](OC2)C)CN(C(=O)C=2C=NC(=CC2)C2CC2)C=2C(=NC=CC2)S(=O)(=O)C